triglycerin monooleate C(CCCCCCC\C=C/CCCCCCCC)(=O)O.OCC(O)CO.OCC(O)CO.OCC(O)CO